F[C@H]1C[C@H](N2N=C(N=C21)C(=O)C2(CC2)C#N)C2=CC=CC=C2 1-[(5S,7S)-7-fluoro-5-phenyl-6,7-dihydro-5H-pyrrolo[1,2-b][1,2,4]triazole-2-carbonyl]cyclopropanecarbonitrile